Cl.CN1N=C2C=CC(=CC2=C1)C1=CC2=C(N=C(S2)C=2CCNC(C2)C)C=C1 6-(2-Methyl-2H-indazol-5-yl)-2-(6-methyl-1,2,3,6-tetrahydropyridin-4-yl)-1,3-benzothiazol-Hydrochlorid